C1(CC1)C(\C=C\S(=O)(=NC)C)NC(=O)C=1C(=NC(=NC1)C(C)(F)F)OC1=CC=CC=C1 (E)-N-(1-cyclopropyl-3-(N,S-dimethylsulfonimidoyl)allyl)-2-(1,1-difluoroethyl)-4-phenoxypyrimidine-5-carboxamide